n-butyl-4-fluorobenzamidine C(CCC)C1=C(C(=N)N)C=CC(=C1)F